CC=1C=C(C=CC1)NC(NC1=C(CNC2=C(C(=O)N)C=CC=C2)C=CC=C1)=O 2-(2-(3-(3-methylphenyl)ureido)benzylamino)benzamide